C(C)N(\N=C\C1=CC(=C(C=C1)B(O)O)OC)C=1C2=C(N=CN1)N=CS2 [4-[(E)-[ethyl(thiazolo[4,5-d]pyrimidin-7-yl)hydrazono]methyl]-2-methoxyphenyl]boronic acid